methylisoxazolecarbonyl chloride perfluorophenyl-2-((2-(2,6-dioxopiperidin-3-yl)-1,3-dioxo-2,3-dihydro-1H-benzo[de]isoquinolin-5-yl)oxy)acetate FC(C(=O)O)(OC=1C(=C2C3=C(C(N(C(C3=C(C(=C2F)F)F)=O)C2(C(N(C(C(C2(F)F)(F)F)=O)F)=O)F)=O)C1F)F)C1=C(C(=C(C(=C1F)F)F)F)F.CC=1C(=NOC1)C(=O)Cl